[7-(2-tert-butoxy-2-oxo-ethoxy)-2-(2,6-dioxo-3-piperidyl)-1,3-dioxo-isoindolin-5-yl]boronic acid C(C)(C)(C)OC(COC=1C=C(C=C2C(N(C(C12)=O)C1C(NC(CC1)=O)=O)=O)B(O)O)=O